2-[5-(4-acetylpiperazin-1-yl)-2-fluorophenyl]-N-{[4-methyl-2-(piperidin-1-yl)phenyl](phenyl)methyl}acetamide C(C)(=O)N1CCN(CC1)C=1C=CC(=C(C1)CC(=O)NC(C1=CC=CC=C1)C1=C(C=C(C=C1)C)N1CCCCC1)F